1'-{6-[(2-amino-3-chloropyridin-4-yl)sulfanyl]pyrido[2,3-b]pyrazin-2-yl}-6-fluoro-1,3-dihydrospiro[cyclopenta[b]pyridin-2,4'-piperidin]-1-amine NC1=NC=CC(=C1Cl)SC=1C=CC=2C(=NC=C(N2)N2CCC3(CC2)CC=C2C(N3N)=CC(=C2)F)N1